ClC1=C(C2=C(C=3C(=NC(=NC13)SCC)NCC1=NOC3=C1CCCC3)COC2)C2=CC=C(C=3SC(=C(C32)C#N)NC(OC(C)(C)C)=O)F tert-Butyl (4-(5-chloro-3-(ethylthio)-1-(((4,5,6,7-tetrahydrobenzo[d]isoxazol-3-yl)methyl) amino)-7,9-dihydrofuro[3,4-f]quinazolin-6-yl)-3-cyano-7-fluorobenzo[b]thiophen-2-yl)carbamate